N-((4-(2-ethyl-4,6-dimethyl-1H-imidazo[4,5-c]pyridin-1-yl)phenethyl)carbamoyl)-4-methylbenzenesulfonamide C(C)C=1N(C2=C(C(=NC(=C2)C)C)N1)C1=CC=C(CCNC(=O)NS(=O)(=O)C2=CC=C(C=C2)C)C=C1